(R)-3-(3-(6-(2-((1-(2-Fluoroethyl)-1H-pyrazol-3-yl)amino)pyrimidin-4-yl)pyridin-2-yl)isoxazol-5-yl)-3-hydroxy-1-methylpyrrolidin-2-one FCCN1N=C(C=C1)NC1=NC=CC(=N1)C1=CC=CC(=N1)C1=NOC(=C1)[C@]1(C(N(CC1)C)=O)O